O-Cyclopentyl-hydroxylamine C1CCC(C1)ON